N1C(=NC2=C1C=CC=C2)C(C)=O 1-(1H-benzo[d]imidazole-2-yl)ethan-1-one